(((1-(1-methyl-1H-tetrazol-5-yl)-1H-benzo[d]imidazol-2-yl)oxy)methyl)-N-(4-methylpentyl)pyridin-2-amine CN1N=NN=C1N1C(=NC2=C1C=CC=C2)OCC=2C(=NC=CC2)NCCCC(C)C